C1(CC1)C1=NN(C=C1C1=NC=C(C2=C1C=CN2)F)[C@@H]2C[C@H](C2)CNC=2C=C1CN(C(C1=CC2)=O)C2C(NC(CC2)=O)=O 3-(5-(((trans-3-(3-cyclopropyl-4-(7-fluoro-1H-pyrrolo[3,2-c]pyridin-4-yl)-1H-pyrazol-1-yl)cyclobutyl)methyl)amino)-1-oxoisoindolin-2-yl)piperidine-2,6-dione